tert-Butyl (1-(4-(2-(2-aminopyridin-3-yl)-5-methyl-3H-imidazo[4,5-b]pyridin-3-yl)benzyl)piperidin-4-yl)carbamate NC1=NC=CC=C1C1=NC=2C(=NC(=CC2)C)N1C1=CC=C(CN2CCC(CC2)NC(OC(C)(C)C)=O)C=C1